n-methyl-4-((4-nitrophenyl)thio)pyridine-2-carboxamide CNC(=O)C1=NC=CC(=C1)SC1=CC=C(C=C1)[N+](=O)[O-]